BrCC(=O)NC=1C=C2C(N(CC2=CC1)[C@@H]1C[C@@H](CCC1)NC1=NC=C(C(=N1)OC)C#N)=O 2-Bromo-N-(2-((1S,3R)-3-((5-cyano-4-methoxypyrimidin-2-yl)amino)cyclohexyl)-3-oxoisoindolin-5-yl)acetamide